N1(CCCC1)C1=C(C#N)C=C(C=C1)B1OC(C(O1)(C)C)(C)C 2-(pyrrolidin-1-yl)-5-(4,4,5,5-tetramethyl-1,3,2-dioxaborolan-2-yl)benzonitrile